C12(CNCC2C1)C#CC1=C(C=C2C(=NC=NC2=C1)NC1=C(C(=CC=C1)Cl)F)[N+](=O)[O-] 7-(3-azabicyclo[3.1.0]hexane-1-ylethynyl)-N-(3-chloro-2-fluorophenyl)-6-nitroquinazolin-4-amine